2-aminopyrazolo[1,5-a]pyridine NC1=NN2C(C=CC=C2)=C1